4-chloro-6-(4-fluorophenyl)pyridine-3-carboxylic acid ethyl ester C(C)OC(=O)C=1C=NC(=CC1Cl)C1=CC=C(C=C1)F